benzamide Bistrifluoroacetate FC(C(=O)O)(F)F.FC(C(=O)O)(F)F.C(C1=CC=CC=C1)(=O)N